CC1(OC[C@H]([C@@H](CO1)O)NCC1=CC=CC=C1)C trans-2,2-dimethyl-6-(benzylamino)-1,3-dioxepan-5-ol